1-(5-chloro-2-methoxy-3-pyridinyl)-1,2,4-triazole-3-carboxylic acid methyl ester COC(=O)C1=NN(C=N1)C=1C(=NC=C(C1)Cl)OC